C(CS(=O)[O-])[NH3+] The molecule is zwitterionic form of hypotaurine arising from migration of a proton from the sulfonate group to the amino group; major species at pH 7.3. It is a conjugate acid of a hypotaurine(1-). It is a tautomer of a hypotaurine.